N-(cyanomethyl)-4-(5-fluoro-2-((1-(1-pivaloylpiperidin-4-yl)-1H-pyrazol-4-yl)amino)pyrimidin-4-yl)benzamide C(#N)CNC(C1=CC=C(C=C1)C1=NC(=NC=C1F)NC=1C=NN(C1)C1CCN(CC1)C(C(C)(C)C)=O)=O